(R)-N-((1-ethylpyrrolidin-2-yl)methyl)-2-(4-(methylcarbamoyl)phenyl)benzo[d]imidazo[2,1-b]thiazole-7-carboxamide C(C)N1[C@H](CCC1)CNC(=O)C1=CC2=C(N3C(S2)=NC(=C3)C3=CC=C(C=C3)C(NC)=O)C=C1